N1C=C(C2=CC=CC=C12)C1N(CCC2=CC(=CC=C12)C1=CN(C=C1)C)C(=O)N (1H-indol-3-yl)-6-(1-methyl-1H-pyrrol-3-yl)-3,4-dihydroisoquinoline-2(1H)-carboxamide